2,6-diisopropyl-4-(2-fluorophenyl)-2'-iodo-3',6'-dimethoxybiphenyl C(C)(C)C1=C(C(=CC(=C1)C1=C(C=CC=C1)F)C(C)C)C1=C(C(=CC=C1OC)OC)I